1-(trifluoromethyl)cyclohexane-1-carboxylic acid FC(C1(CCCCC1)C(=O)O)(F)F